TriazineTrithiol monosodium [Na].N1=NN=C(C(=C1S)S)S